CC1C(CCCC1)(N)N Methylcyclohexanediamine